(4-trifluoromethylphenyl)-5,7-dimethoxy-6-acetoxy-flavone FC(C1=CC=C(C=C1)C1=C(OC2=CC(=C(C(=C2C1=O)OC)OC(C)=O)OC)C1=CC=CC=C1)(F)F